N-(2-oxo-2-(4-(5-(trifluoromethyl)-1,2,4-oxadiazol-3-yl)phenyl)ethyl)-1H-pyrazole-4-sulfonamide O=C(CNS(=O)(=O)C=1C=NNC1)C1=CC=C(C=C1)C1=NOC(=N1)C(F)(F)F